O=C1NC(CCC1NC(=O)C1=C(C=C(C=C1)C=1CCN(CC1)C(=O)OC(C)(C)C)F)=O tert-butyl 4-(4-((2,6-dioxopiperidin-3-yl) carbamoyl)-3-fluorophenyl)-3,6-dihydropyridine-1(2H)-carboxylate